CC=1C=CC(=C(C1)O)C1=NN=C(C2=C1CCC2)N[C@H]2CN(CCC2)C (R)-5-methyl-2-(4-((1-methylpiperidin-3-yl)amino)-6,7-dihydro-5H-cyclopenta[d]pyridazin-1-yl)phenol